N-methylamino-N'-phenylamino-1,3,5-triazine CNN1CN(CN=C1)NC1=CC=CC=C1